trans-N-(4-(2-aminocyclopropyl)phenyl)-2-(naphthalen-2-yl)acetamide N[C@H]1[C@@H](C1)C1=CC=C(C=C1)NC(CC1=CC2=CC=CC=C2C=C1)=O